C([C@@H]1CO1)OC1=CC=C(C=C1)[N+](=O)[O-] (S)-p-nitrophenyl glycidyl ether